(R)-2-methyl-N-(2-methylbenzyl)butan-1-amine C[C@@H](CNCC1=C(C=CC=C1)C)CC